C(C\C=C/CCC)OC(CCCCCCCN(CCCCCCCC(=O)OCCCCCCCCC)CCO)OCC\C=C/CCC nonyl 8-((8,8-bis(((Z)-hept-3-en-1-yl)oxy)octyl)(2-hydroxyethyl)amino)octanoate